[4-(5-chlorooxazolo[4,5-b]pyridin-2-yl)piperazin-1-yl]-[4-[3-(2,2-dimethylpropyl)triazol-4-yl]-3-(trifluoromethyl)phenyl]methanone ClC1=CC=C2C(=N1)N=C(O2)N2CCN(CC2)C(=O)C2=CC(=C(C=C2)C=2N(N=NC2)CC(C)(C)C)C(F)(F)F